COC(C1=CC=C(C=C1)[C@@H](C)OC)=O (R)-4-(1-methoxyethyl)benzoic acid methyl ester